[N+](=O)([O-])C=1C(=C(C2=C(C3=CC=CC=C3C(=C2C1)OCC)OCC)CC1=CC=CC=C1)S(=O)(=O)[O-] nitrobenzyl-9,10-diethoxyanthracene-2-sulfonate